OC1CN(CC1)C1=C2CN(CC2=CC=C1)C1=C(C(NN=C1)=O)C(F)(F)F 5-(4-(3-Hydroxypyrrolidin-1-yl)isoindolin-2-yl)-4-(trifluoromethyl)pyridazin-3(2H)-one